FC(OC1=NC(=CC=C1NC(=O)C1(CCC(CC1)SC)C1=C(C=CC=C1)C(C)C)OC)F N-(2-(difluoromethoxy)-6-methoxypyridin-3-yl)-1-(2-isopropylphenyl)-4-(methylthio)cyclohexane-1-carboxamide